Methyl (S)-(2-oxo-2-(1-((quinoline-4-carbonyl)glycyl)pyrrolidin-2-yl)acetyl)glycinate O=C(C(=O)NCC(=O)OC)[C@H]1N(CCC1)C(CNC(=O)C1=CC=NC2=CC=CC=C12)=O